ClC1=NC=C(C(=C1)C1=C(C=NC(=C1)C)C(=O)NC=1SC(=NN1)OCC12CCC(CC1)(C2)O)OC 2'-chloro-N-(5-((4-hydroxybicyclo(2.2.1)hept-1-yl)methoxy)-1,3,4-thiadiazol-2-yl)-5'-methoxy-6-methyl-(4,4'-bipyridine)-3-carboxamide